C(C)(C)(C)C=C(C(=O)O)C.C(C)(C)(C)OC(C(=C)C)=O.ClC1=C(C(=CC=C1)Cl)/C(/N1C(CC(C1)O)(F)F)=N\NS(=O)(=O)C1=CC=C(C=C1)C N-[(E)-[(2,6-dichlorophenyl)-(2,2-difluoro-4-hydroxy-pyrrolidin-1-yl)methylene]amino]-4-methyl-benzenesulfonamide tertiary butyl-methacrylate (tert-Butyl-methacrylate)